NC1=NN(C(=N1)SCCCCCC)CCC[Si](OCC)(OCC)OCC 3-amino-5-hexylsulfanyl-1-[3-(triethoxysilyl)propyl]-1,2,4-triazole